1-(3-bromopropyloxy)-2-chloro-4-methyl-5-nitrobenzene BrCCCOC1=C(C=C(C(=C1)[N+](=O)[O-])C)Cl